CNC1(CC=2C(=CSC2C(F)(F)F)CC1)C N,5-dimethyl-3-(trifluoromethyl)-6,7-dihydro-4H-2-benzothiophen-5-amine